4-(2E)-(3-(4-dimethylaminophenyl)allyl)-1-methyl-indole CN(C1=CC=C(C=C1)/C=C/CC1=C2C=CN(C2=CC=C1)C)C